C(C1=CC=CC=C1)N1C[C@@H]2[C@H](N(C([C@@H]2C1)=O)C(=O)OC(C)(C)C)CO tert-butyl (3aS,6S,6aR)-2-benzyl-6-(hydroxymethyl)-4-oxo-3,3a,6,6a-tetrahydro-1H-pyrrolo[3,4-c]pyrrole-5-carboxylate